[Cl-].CN(C=1C=CC=C2C=CC=3N(C12)C=[N+](C3)C3=C(C=C(C=C3C)C)C)C 9-(Dimethylamino)-2-mesitylimidazo[1,5-a]quinolin-2-ium chloride